O1CCC(CC1)NC1=C2C=C(N(C2=CC=C1)CC(F)(F)F)C#CCNC1=CC=C(C=C1)S(=O)(=O)N 4-[(3-{4-[(oxan-4-yl)amino]-1-(2,2,2-trifluoroethyl)-1H-indol-2-yl}prop-2-yn-1-yl)amino]benzene-1-sulfonamide